tert-Butyl 4'-methyl-6'-oxo-6'H-dispiro[oxetane-3,7'-cyclopenta[b]pyridine-5',4''-piperidine]-1''-carboxylate CC1=C2C(=NC=C1)C1(C(C23CCN(CC3)C(=O)OC(C)(C)C)=O)COC1